1-(2-((4-(6-fluoro-5-(pyrrolidin-1-yl)pyridin-3-yl)-1H-1,2,3-triazol-1-yl)Methyl)imidazo[1,2-a]pyridin-6-yl)-N-((3-fluorobicyclo[1.1.1]pentan-1-yl)methyl)methanamine FC1=C(C=C(C=N1)C=1N=NN(C1)CC=1N=C2N(C=C(C=C2)CNCC23CC(C2)(C3)F)C1)N1CCCC1